C1N(CC2C1CNC2)C(=O)C2=CC(=CC=C2)C=2C=C1C(=C(NC1=CC2)C2=CC(=NC=C2)C)C(C)C (hexahydropyrrolo[3,4-c]pyrrol-2(1H)-yl)(3-(3-isopropyl-2-(2-methylpyridin-4-yl)-1H-indol-5-yl)phenyl)methanone